N-{2-fluoro-3-[6-oxo-4-(trifluoromethyl)-1,6-dihydropyrimidin-2-yl]-4-(trifluoromethyl)benzyl}-3-{[3-(trifluoromethyl)phenoxy]methyl}azetidine-1-carboxamide FC1=C(CNC(=O)N2CC(C2)COC2=CC(=CC=C2)C(F)(F)F)C=CC(=C1C=1NC(C=C(N1)C(F)(F)F)=O)C(F)(F)F